N1=CC=C(C=C1)C1=CC=C(C(=O)O)C=C1 4-(4-pyridyl)benzoic acid